(S)-N-(2-amino-1-phenylethyl)-4-(trifluoromethoxy)benzenesulfonamide NC[C@H](C1=CC=CC=C1)NS(=O)(=O)C1=CC=C(C=C1)OC(F)(F)F